triazacyclotridecane-7-amine N1NNCCCC(CCCCCC1)N